2-[4-methoxy-6-(trifluoromethyl)pyridin-2-yl]-2,8-diazaspiro[4.5]decan-1-one hydrochloride Cl.COC1=CC(=NC(=C1)C(F)(F)F)N1C(C2(CC1)CCNCC2)=O